C1(=C(C(=CC(=C1)C)C)C1=NNC(=C1O)C)C 3-mesityl-5-methyl-pyrazol-4-ol